(4-amino-1,3-dihydrofuro[3,4-c]quinolin-8-yl)-[(2R,5S)-2-methyl-5-[5-(trifluoromethyl)-2-pyridyl]morpholin-4-yl]methanone NC1=NC=2C=CC(=CC2C2=C1COC2)C(=O)N2C[C@H](OC[C@@H]2C2=NC=C(C=C2)C(F)(F)F)C